4-cyclopropyl-2-(4-fluoro-2-methylphenoxy)-N-(4-fluoro-3-(1H-pyrrol-2-yl)phenyl)-5-(trifluoromethyl)benzamide C1(CC1)C1=CC(=C(C(=O)NC2=CC(=C(C=C2)F)C=2NC=CC2)C=C1C(F)(F)F)OC1=C(C=C(C=C1)F)C